5-chloro-3-(1,3-dimethyl-1H-indazol-6-yl)-1,2,4-oxadiazole ClC1=NC(=NO1)C1=CC=C2C(=NN(C2=C1)C)C